C1=CSC(=C1)C(C(C(=O)O)O)C(=O)O thiolmalic acid